[K+].[K+].N(=NC(=O)[NH-])C(=O)[NH-] azocarboxamide dipotassium salt